OC[C@H]1O[C@H]([C@@H]2C[C@H]12)N1C(NC(C=C1)=O)=O 1-((1R,2R,4S,5S)-4-(hydroxymethyl)-3-oxabicyclo[3.1.0]hexan-2-yl)pyrimidine-2,4(1H,3H)-dione